[Na+].C(C)N(CC)CCCC(C(C(=O)[O-])(N)CCCCCCCCCCCC)C(=O)[NH-].[Na+] diethylaminopropyl-lauryl-aminosuccinamic acid sodium salt